F[C@H]1C[C@H](N(C1)C(CN1CCC(CC1)NC1=C2C=CN=CC2=C(C=C1)[N+](=O)[O-])=O)C#N (2S,4S)-4-fluoro-1-[2-[4-[(8-nitro-5-isoquinolyl)amino]-1-piperidyl]acetyl]pyrrolidine-2-carbonitrile